N-palmitoyl-valine C(CCCCCCCCCCCCCCC)(=O)N[C@@H](C(C)C)C(=O)O